(2S)-2-amino-N1,N5-bis{2-[(α-D-mannopyranosyl)oxy]ethyl}pentanediamide N[C@H](C(=O)NCCO[C@@H]1[C@@H](O)[C@@H](O)[C@H](O)[C@H](O1)CO)CCC(=O)NCCO[C@@H]1[C@@H](O)[C@@H](O)[C@H](O)[C@H](O1)CO